ClC1=C(C(=O)O)C(=CC(=C1)I)Cl 2,6-dichloro-4-iodobenzoic acid